C[C@@H]1COCC[C@H]1O racemic-(trans)-3-methyltetrahydropyran-4-ol